trioctyl-dodecyl-ammonium bromide [Br-].C(CCCCCCC)[N+](CCCCCCCCCCCC)(CCCCCCCC)CCCCCCCC